2-propen-1-yl 3,5-diphenyl-1H-pyrazole-1-carboxylate C1(=CC=CC=C1)C1=NN(C(=C1)C1=CC=CC=C1)C(=O)OCC=C